3-methacrylamidopropyl-trimethylammonium chloride [Cl-].C(C(=C)C)(=O)NCCC[N+](C)(C)C